2-{6-Bromo-3',5'-di-tert-butyl-[1,1'-biphenyl]-2-yl}propan-2-ol BrC1=CC=CC(=C1C1=CC(=CC(=C1)C(C)(C)C)C(C)(C)C)C(C)(C)O